ClC1=CC=C(CN2C3(CCN(C3)C3=NC=C(C=C3)F)C(N(CC2=O)C(C)C)=O)C=C1 6-(4-chlorobenzyl)-2-(5-fluoropyridin-2-yl)-9-isopropyl-2,6,9-triazaspiro[4.5]decane-7,10-dione